C(#N)C(=CC1=C(N(C(=C1)C)C=1OC(=C(C1C#N)C)C)C)C1=NC2=C(N1)C=C(C=C2)OCCOC 2-(3-(2-cyano-2-(6-(2-methoxyethoxy)-1H-benzo[d]imidazol-2-yl)vinyl)-2,5-dimethyl-1H-pyrrol-1-yl)-4,5-dimethylfuran-3-carbonitrile